FC1=C(C=CC(=C1)CO)B(O)O (2-fluoro-4-(hydroxymethyl)phenyl)boronic acid